(cyanomethyl)(1,4-dimethyl-1H-pyrazol-3-yl)carbamic acid tert-butyl ester C(C)(C)(C)OC(N(C1=NN(C=C1C)C)CC#N)=O